(R)-7-methoxy-2-methyl-N-(1-(3-nitro-5-(trifluoromethyl)phenyl)ethyl)-6-(Piperidin-4-oxy)quinazolin-4-amine COC1=C(C=C2C(=NC(=NC2=C1)C)N[C@H](C)C1=CC(=CC(=C1)C(F)(F)F)[N+](=O)[O-])OC1CCNCC1